FC=1C=C2C3=C(NC2=CC1)C(NCC3)C 6-fluoro-1-methyl-2,3,4,9-tetrahydro-1H-pyrido[3,4-b]indole